(2S,4R)-9-(1-{(2R)-2-amino-3-[(2-amino-2-oxoethyl)amino]-2-methyl-3-oxopropyl}azetidin-3-yl)oxy-5,5-dihydroxy-6-oxa-5-boranuidatricyclo[5.4.0.02,4]undeca-1(7),8,10-triene-8-carboxylate N[C@](CN1CC(C1)OC1=C(C=2O[B-]([C@@H]3C[C@@H]3C2C=C1)(O)O)C(=O)[O-])(C(=O)NCC(=O)N)C